O=C1NC(CCC1N1C(C2=CC=C(C=C2C1=O)N1CCC(CC1)CN1CCC(CC1)C1=C(C=C(C=C1)NC=1N=C(N=NC1C(=O)N)N1CCCCC1)F)=O)=O 5-((4-(1-((1-(2-(2,6-dioxopiperidin-3-yl)-1,3-dioxoisoindoline-5-yl)piperidine-4-yl)methyl)piperidin-4-yl)-3-fluorophenyl)amino)-3-(piperidin-1-yl)-1,2,4-triazine-6-carboxamide